C1(CC1)C(C=1C=C(C=CC1)NC(=O)C=1[N+](=C(NC1C)C=1C=C(C=C(C1)C(C)C)C1=C(C=CC=C1C)C)[O-])(F)F 4-((3-(cyclopropyldifluoromethyl)phenyl)carbamoyl)-2-(5-isopropyl-2',6'-dimethyl-[1,1'-biphenyl]-3-yl)-5-methyl-1H-imidazole 3-oxide